1,4,7-triisopropyl-1,4,7-triazacyclononane C(C)(C)N1CCN(CCN(CC1)C(C)C)C(C)C